CP([O-])([O-])=O.C(C)N1C=[N+](C=C1)C.C(C)N1C=[N+](C=C1)C 1-ethyl-3-methylimidazolium methyl-phosphonate